(1S,2S)-2-fluoro-N-{6-[2-({6-[(1S)-1-hydroxypropyl]-4-methylpyridin-3-yl}amino)pyridin-3-yl]pyrimidin-4-yl}cyclopropane-1-carboxamide F[C@@H]1[C@@H](C1)C(=O)NC1=NC=NC(=C1)C=1C(=NC=CC1)NC=1C=NC(=CC1C)[C@H](CC)O